CC1(CCC(CC1)C=C)C(=O)OC methyl (1s,4s)-methyl-4-vinylcyclohexanecarboxylate